NC=1SC2=C(N1)C(=CC=C2F)C2=C(C=C1C(=NC(=NC1=C2F)OCC21CCCN1CCC2)N2CCOCC(C2)N)Cl 4-(7-(2-amino-7-fluoro-benzo[d]thiazol-4-yl)-6-chloro-8-fluoro-2-((tetra-hydro-1H-pyrrolizin-7a(5H)-yl)methoxy)quinazolin-4-yl)-1,4-oxazepan-6-amine